(4-bromophenyl)-9-phenyl-9H-fluorene BrC1=CC=C(C=C1)C1=CC=CC=2C3=CC=CC=C3C(C12)C1=CC=CC=C1